4-(methylsulfinyl)benzonitrile CS(=O)C1=CC=C(C#N)C=C1